tert-butyl 3-methyl-6-[6-(4-methylpiperazin-1-yl)-3-pyridyl]-3,4-dihydro-2H-pyridine-1-carboxylate CC1CN(C(=CC1)C=1C=NC(=CC1)N1CCN(CC1)C)C(=O)OC(C)(C)C